C(C)(C)(C)O[C@H](C(=O)OCC)C1=C(C2=C(N=C(S2)C=2C=C3C(=NN(C3=CC2)C)N2C[C@@H](CC2)N(C)C(=O)OC(C)(C)C)C=C1C)C1=CC=C(C=C1)Cl (S)-ethyl 2-(tert-butoxy)-2-(2-(3-((R)-3-((tert-butoxycarbonyl) (methyl)amino)pyrrolidin-1-yl)-1-methyl-1H-indazol-5-yl)-7-(4-chlorophenyl)-5-methylbenzo[d]thiazol-6-yl)acetate